bis(β-epithiopropyl) sulfide CC1(CS1)SC1(C)CS1